3,5-dichloro-N-(4-(N-(2-methyl-4-fluoro-5-bromophenyl)sulfamoyl)phenyl)benzenesulfonamide tert-butyl-((7R)-2-azabicyclo[2.2.1]heptan-7-yl)carbamate C(C)(C)(C)N(C(O)=O)[C@H]1C2NCC1CC2.ClC=2C=C(C=C(C2)Cl)S(=O)(=O)NC2=CC=C(C=C2)S(NC2=C(C=C(C(=C2)Br)F)C)(=O)=O